CNC(=O)C=1N=C(C2=CC=CC=C2C1)N1CCCC2=CC(=C(C=C12)C(F)F)C1=NN(C=C1)CCO 1-{7-difluoromethyl-6-[1-(2-hydroxyethyl)-1H-pyrazol-3-yl]-3,4-dihydro-2H-quinolin-1-yl}-isoquinoline-3-carboxylic acid methylamide